3-cyclohexyl-2-methylpropanoate C1(CCCCC1)CC(C(=O)[O-])C